BrC1=C(C(=CC=C1)F)C1=CC=NN1C(C)C 5-(2-bromo-6-fluorophenyl)-1-isopropyl-1H-pyrazole